tert-butyl 6-((6-(methylamino)pyrimidin-4-yl)amino)-1H-pyrazolo[4,3-c]pyridine-1-carboxylate CNC1=CC(=NC=N1)NC1=CC2=C(C=N1)C=NN2C(=O)OC(C)(C)C